ClC1=CC=2C(=NN(N2)C2=C(C(=CC=C2)C(C)(C)C2=CC=CC=C2)O)C=C1 5-chloro-2-(2-hydroxy-3-cumylphenyl)-2H-benzotriazole